Cl.O1C(CCC1)C=1C=NN2C1CNCC2 3-(oxolan-2-yl)-4H,5H,6H,7H-pyrazolo[1,5-a]pyrazine hydrochloride